ClC=1C=CC(=C(C1)C1=CC(=C(N=N1)OCC(F)F)N)F 6-(5-chloro-2-fluorophenyl)-3-(2,2-difluoroethoxy)pyridazin-4-amine